ClC1=C(C=C(C=C1)N1N=C(N=C1CNC(N(CC1=NC=NN1C1=CC=C2C=CC=NC2=C1)C)=O)C)F 3-{[1-(4-chloro-3-fluorophenyl)-3-methyl-1H-1,2,4-triazol-5-yl]methyl}-1-methyl-1-{[1-(quinolin-7-yl)-1H-1,2,4-triazol-5-yl]methyl}urea